C[C@@H](C(=O)O)CCCC1=CC=CC=C1 |r| (±)-2-methyl-5-phenylpentanoic acid